2-((4-(3-hydroxypyrrolidine-1-carbonyl)-2-methylphenyl)amino)-7-methyl-9-(tetrahydro-2H-pyran-4-yl)-7,9-dihydro-8H-purin-8-one OC1CN(CC1)C(=O)C1=CC(=C(C=C1)NC1=NC=C2N(C(N(C2=N1)C1CCOCC1)=O)C)C